CN1N=C(C2=C(C=CC=C12)NC1=CC=C(C=C1)C(F)(F)F)C(=O)NN 1-methyl-4-((4-(trifluoromethyl)phenyl)amino)-1H-indazole-3-carbohydrazide